N1=CC(=CC=C1)C1=NC(=NO1)C1=CC=C(C2=CC=CC=C12)CN1CC(C1)C(=O)O ((4-(5-(pyridin-3-yl)-1,2,4-oxadiazol-3-yl)naphthalen-1-yl)methyl)azetidine-3-carboxylic acid